FC(C(=O)O)(F)F.FC1CCN(C1)C1=NN2C(N=CC=C2)=C1N 4-fluoropyrrolidin-1-yl-pyrazolo[1,5-a]Pyrimidine-3-amine trifluoroacetate